4-methoxy-1H-pyrrolo[2,3-b]pyridine COC1=C2C(=NC=C1)NC=C2